COC1=CC=CC=2C=3N(C(=NC12)N)C=C(N3)CCC3=CC=CC=C3 7-methoxy-2-phenethylimidazo[1,2-c]quinazolin-5-amine